5-amino-2-(dimethylamino)-N-(1-(naphthalen-1-yl)ethyl)benzamide NC=1C=CC(=C(C(=O)NC(C)C2=CC=CC3=CC=CC=C23)C1)N(C)C